C(C)(C)NC(O[C@H]1CO[C@H](C1)C=1C=NC(=NC1)N[C@H]1[C@@H](CCCC1)O)=O (3R,5R)-5-(2-{[(1R,2R)-2-hydroxycyclohexyl]amino}pyrimidin-5-yl)oxolan-3-yl N-isopropylcarbamate